tert-butyl 4-[1-[3-(tert-butoxycarbonylamino)phenyl]-7-methylsulfanyl-2-oxo-4H-pyrimido[4,5-d]pyrimidin-3-yl]-3,4-dihydro-2H-quinoline-1-carboxylate C(C)(C)(C)OC(=O)NC=1C=C(C=CC1)N1C(N(CC=2C1=NC(=NC2)SC)C2CCN(C1=CC=CC=C21)C(=O)OC(C)(C)C)=O